N1N=NC(=C1)S(=O)(=O)N 1H-1,2,3-triazole-4-sulfonamide